N1(CCOCC1)C(=O)OCC1=C(N=C2N1C=CC(=C2)C)C2=C(C=C(C=C2F)CN)F ((2-(4-aminomethyl-2,6-difluorophenyl)-7-methylimidazo[1,2-a]pyridin-3-yl) methyl) morpholine-4-carboxylate